4-(4-(2-Cyanoethyl)piperazin-1-yl)-N-(3-phenylpropyl)-1H-benzo[d]imidazole-1-carboxamide C(#N)CCN1CCN(CC1)C1=CC=CC=2N(C=NC21)C(=O)NCCCC2=CC=CC=C2